ClC1=C(C(=CC=C1F)Cl)C(C)OC=1C=C(C=CC1)C1=NC=C(C=N1)N 2-[3-(1-(2,6-dichloro-3-fluorophenyl)ethoxy)phenyl]pyrimidin-5-amine